C(C(O)CO)OCCCCCCCCC monononyl monoglyceryl ether